5-(5-phenoxypentanoyl)amino-3-(1-neopentylpiperidin-4-yl)-1H-indole O(C1=CC=CC=C1)CCCCC(=O)NC=1C=C2C(=CNC2=CC1)C1CCN(CC1)CC(C)(C)C